2-[[4-(4-hydroxy-1-piperidinyl)-6-[[[4-(methylsulfonyl)phenyl]methyl]amino]-2-pyrimidinyl]amino]-4-methyl-5-thiazolecarboxylic acid ethyl ester C(C)OC(=O)C1=C(N=C(S1)NC1=NC(=CC(=N1)N1CCC(CC1)O)NCC1=CC=C(C=C1)S(=O)(=O)C)C